(1r,4r)-4-(1,3-dioxoisoindolin-2-yl)cyclohexane-1-carbonyl chloride O=C1N(C(C2=CC=CC=C12)=O)C1CCC(CC1)C(=O)Cl